ClC=1C(=NN(C1C)C=1C=C(C(=O)NC=2C=CC3=C(CCO3)C2)C=CC1)C 3-(4-chloro-3,5-dimethyl-pyrazol-1-yl)-N-(2,3-dihydrobenzofuran-5-yl)benzamide